NC=1SC(=CN1)C1=CC=2C(=NC=C(C2NC(C)C)C(=O)NC[C@H](C(C)(C)O)F)S1 (R)-2-(2-Aminothiazol-5-yl)-N-(2-fluoro-3-hydroxy-3-methylbutyl)-4-(isopropylamino)thieno[2,3-b]pyridin-5-carboxamid